FC1(CN(CC1)CC=1N=C(C2=C(N1)N=CC=C2)NCC=2C(=NC=CC2)C(F)(F)F)F 2-((3,3-difluoropyrrolidin-1-yl)methyl)-N-((2-(trifluoromethyl)pyridin-3-yl)methyl)pyrido[2,3-d]pyrimidin-4-amine